C(#N)C=1C(=C(C=CC1)C1=CC=C(C=C1)C(=O)N1[C@@H](C\C(\C1)=N/OC)C(=O)NCC(C1=CC=CC=C1)O)C (2S,E)-1-(3'-cyano-2'-methyl-[1,1'-biphenyl]-4-carbonyl)-N-(2-hydroxy-2-phenylethyl)-4-(methoxyimino)pyrrolidine-2-carboxamide